o-tolyl-1H-pyrazol-5-yl-2-azaspiro[3.3]hept-5-ene 2,2,2-trifluoroacetate FC(C(=O)O)(F)F.C1(=C(C=CC=C1)C1(NCC12C=CC2)C2=CC=NN2)C